(2S,5R)-1-(tert-butoxycarbonyl)-5-fluoropiperidine C(C)(C)(C)OC(=O)N1CCC[C@H](C1)F